C(CCC)NC(SCC)=S Ethyl n-butyldithiocarbamate